ICC(CI)I 1,2,3-triiodopropane